sinapyl acetate C(C)(=O)OC\C=C\C1=CC(OC)=C(O)C(OC)=C1